CN1N=CNC1=O methyl-5-oxo-4,5-dihydro-1H-1,2,4-triazole